2-benzyloxy-N-(pyrimidin-5-yl)benzamide C(C1=CC=CC=C1)OC1=C(C(=O)NC=2C=NC=NC2)C=CC=C1